N-(7-(2-hydroxypropan-2-yl)spiro[chromeno[4,3-d]thiazole-4,3'-oxetan]-2-yl)-4,6-dimethoxypyrimidine-5-carboxamide OC(C)(C)C=1C=CC2=C(C1)OC1(COC1)C1=C2N=C(S1)NC(=O)C=1C(=NC=NC1OC)OC